3-(6-(3-methyl-2-oxoimidazolin-1-yl)-2-azabicyclo[2.2.1]heptan-2-yl)-5-((4-(piperazin-1-yl)phenyl)amino)-1,2,4-triazin-6-carboxamide CN1C(N(CC1)C1CC2CN(C1C2)C=2N=NC(=C(N2)NC2=CC=C(C=C2)N2CCNCC2)C(=O)N)=O